C1(CCCCC1)CN1C(=NOC1)CC=1C=NC=CC1 4-(cyclohexylmethyl)-3-(pyridin-3-ylmethyl)-4,5-dihydro-1,2,4-oxadiazol